2-methyl-phenylmethyl benzoate C(C1=CC=CC=C1)(=O)OCC1=C(C=CC=C1)C